3-amino-4-(cyclopropylamino)-5-(difluoromethoxy)benzoic acid methyl ester COC(C1=CC(=C(C(=C1)OC(F)F)NC1CC1)N)=O